BrCCN(S(=O)(=O)C1=CC=C(C=C1)C)CCBr N,N-bis(2-bromoethyl)-4-methylbenzenesulfonamide